ClC1=CC=C(C(=N1)C(=O)O)NC(C)C1=CC(=CC=2C(C(=C(OC21)C=2C=NN(C2)C2CC2)C)=O)C 6-chloro-3-((1-(2-(1-cyclopropyl-1H-pyrazol-4-yl)-3,6-dimethyl-4-oxo-4H-benzopyran-8-yl)ethyl)amino)picolinic acid